3-[(4-methoxybenzyl)oxy]-2-oxo-1,2-dihydro-1,5-naphthyridin-4-carbonitrile COC1=CC=C(COC=2C(NC3=CC=CN=C3C2C#N)=O)C=C1